C(C)(C)(C)C1=C(OC2OCC3(CO2)COP(OC3)OC3=C(C=C(C=C3C(C)(C)C)C)C(C)(C)C)C(=CC(=C1)C)C(C)(C)C 3,9-bis(2,6-di-tert-butyl-4-methylphenoxy)-2,4,8,10-tetraoxa-2,9-diphosphaspiro[5.5]Undecane